FC=1C=CC(=C(C1)N1C(N([C@H](C1)C#N)C1=CN=CC2=CC=CC=C12)=O)OC |r| Racemic-1-(5-fluoro-2-methoxyphenyl)-3-(isoquinolin-4-yl)-2-oxoimidazolidine-4-carbonitrile